BrC=1C=C2C=C(C(N(C2=NC1)CC1=CC=C(C=C1)F)=O)C(=O)N[C@@H](C)C1=CC=C(C=C1)F (S)-6-bromo-1-(4-fluorobenzyl)-N-(1-(4-fluorophenyl)ethyl)-2-oxo-1,2-dihydro-1,8-naphthyridine-3-carboxamide